docosyl-n-butylphosphine C(CCCCCCCCCCCCCCCCCCCCC)PCCCC